2-[(4-bromo-3-chloro-2-methylsulfanyl-phenoxy)methoxy]ethyl-trimethyl-silane BrC1=C(C(=C(OCOCC[Si](C)(C)C)C=C1)SC)Cl